ClC1=CC=C2C(=N1)N=C(O2)N2CCN(CC2)C(=O)C2=CC=C(C=C2)C=2N=NN(C2)C(CF)(C)C [4-(5-chlorooxazolo[4,5-b]pyridin-2-yl)piperazin-1-yl]-[4-[1-(2-fluoro-1,1-dimethyl-ethyl)triazol-4-yl]phenyl]methanone